N-Acetyl-S-farnesyl-L-cystein C(C)(=O)N[C@@H](CSCC=C(C)CCC=C(C)CCC=C(C)C)C(=O)O